2-(5-methyl-1H-benzimidazol-2-yl)ethanamine CC1=CC2=C(NC(=N2)CCN)C=C1